2-(5-bromo-4-(difluoromethyl)-2-oxopyridin-1(2H)-yl)-4-methylpentanoic acid methyl ester COC(C(CC(C)C)N1C(C=C(C(=C1)Br)C(F)F)=O)=O